C(C)(C)OC1=CC(=C(C=C1)C=1C=C2CCN[C@H](C2=CC1)CNC1=C(C(=O)O)C=CN=C1)C (R)-3-(((6-(4-isopropoxy-2-methylphenyl)-1,2,3,4-tetrahydroisoquinolin-1-yl)methyl)amino)isonicotinic acid